N1N=NC2=NC(=CC=C21)C2=CC(=NC=C2)C(=O)NC2=CC=C(C=C2)OCCC2=CC=CC=C2 4-(1H-[1,2,3]triazolo[4,5-b]pyridin-5-yl)-N-(4-phenethoxyphenyl)picolinamide